ClC1=CC=C2C(=CC=NC2=C1)N[C@@H](CCCN(CC)CC)C |r| (RS)-7-Chloro-4-(4-diethylamino-1-methylbutylamino)-chinolin